3-benzylidene-2-phenyl-2,3-dihydro-4H-1-benzopyran C(C1=CC=CC=C1)=C1C(OC2=C(C1)C=CC=C2)C2=CC=CC=C2